C(C)OC(=O)C1(CC(CCC1C)(C)C)C 2,3,6,6-tetramethyl-2-cyclohexanecarboxylic acid ethyl ester